(2-Fluoro)phenylpyrazole FC1=C(C=CC=C1)C1=NNC=C1